naphthalene-1,2-dinitrile C=1(C(=CC=C2C=CC=CC12)C#N)C#N